(3-mercaptopropylthiomethyl)methane SCCCSCC